dimethylsilyl-2,6-difluoroanilinocyclopentadiene titanium dichloride [Cl-].[Cl-].[Ti+2].C[SiH](C)C1=C(CC=C1)NC1=C(C=CC=C1F)F